3-{3-[(4-methoxyphenyl)methyl]-2,4-dioxo-1,3-diazinan-1-yl}-2-methyl-2H-indazole-6-carbaldehyde COC1=CC=C(C=C1)CN1C(N(CCC1=O)C=1N(N=C2C=C(C=CC12)C=O)C)=O